C1(=CC=CC=C1)OC(=O)N1CC2=CC(=C(C=C2CC1)C=1N(C(=C(C1)C(N(CCCC)CCCC)=O)C)C)C(=O)N1CC2=CC=CC=C2CC1 6-[4-(dibutylcarbamoyl)-1,5-dimethyl-1H-pyrrol-2-yl]-7-(1,2,3,4-tetrahydroisoquinoline-2-carbonyl)-1,2,3,4-tetrahydroisoquinoline-2-carboxylic acid phenyl ester